phenyl 1-(8-fluoro-7-(8-fluoronaphthalen-1-yl)-2-((tetrahydro-1H-pyrrolizin-7a(5H)-yl)methoxy)pyrido[4,3-d]pyrimidin-4-yl)piperidine-3-carboxylate FC1=C(N=CC2=C1N=C(N=C2N2CC(CCC2)C(=O)OC2=CC=CC=C2)OCC21CCCN1CCC2)C2=CC=CC1=CC=CC(=C21)F